P(=O)(O)(O)OC[C@@H]1[C@H](C[C@@H](O1)N1C=NC=2C(O)=NC=NC12)O deoxyinosine-5'-phosphate